FC1(CC(C1)C1=CC(=C2C(=N1)C(=NN2C2CN(C2)C(C(=C)F)=O)C=2C=NC(=CC2)C(F)(F)F)C(=O)N)F (3,3-difluorocyclobutyl)-1-(1-(2-fluoroacryloyl)azetidin-3-yl)-3-(6-(trifluoromethyl)pyridin-3-yl)-1H-pyrazolo[4,3-b]pyridine-7-carboxamide